C(C)(=O)OCCN1C(C2=CC=CC=C2C2(CCNCC2)C1=O)[C@@H]1CC[C@@H](CC1)C(C)C 2-(1-(cis-4-isopropylcyclohexyl)-3-oxo-1H-spiro[isoquinoline-4,4-piperidin]-2(3H)-yl)ethyl acetate